3,6-bis(3-amino-5-methylphenoxy)benzonorbornene NC=1C=C(OC2C3C4=C(C2CC3)C=C(C=C4)OC4=CC(=CC(=C4)C)N)C=C(C1)C